1-oxo-1,2,3,4-tetrahydroisoquinoline-6-carboxylic acid O=C1NCCC2=CC(=CC=C12)C(=O)O